ethyl (Z)-6-((dimethylamino)methylene)-1-methyl-7-oxo-4,5,6,7-tetrahydro-1H-indazole-3-carboxylate CN(C)\C=C/1\CCC=2C(=NN(C2C1=O)C)C(=O)OCC